1-dichlorosilyl-2,2,4,4,6,6-hexamethylcyclotrisilazane Cl[SiH](N1[Si](N[Si](N[Si]1(C)C)(C)C)(C)C)Cl